1-mercapto-2-hydroxyhexadecan SCC(CCCCCCCCCCCCCC)O